ClC1=NC(=C(C(=C1C)Cl)C)C 2,4-dichloro-3,5,6-collidine